4-((3-Hydroxycyclopentyl)amino)-2-(((S)-2,3,4,5-tetrahydro-3-hydroxybenzo[b][1,4]oxazepin-7-yl)amino)pyrimidine-5-carboxamide OC1CC(CC1)NC1=NC(=NC=C1C(=O)N)NC1=CC2=C(OC[C@H](CN2)O)C=C1